3-(5-(((S)-1-((2-((1S,3S)-3-(Methoxymethyl)cyclohexyl)quinolin-6-yl)methyl)pyrrolidin-3-yl)oxy)-1-oxoisoindolin-2-yl)piperidine-2,6-dione COC[C@@H]1C[C@H](CCC1)C1=NC2=CC=C(C=C2C=C1)CN1C[C@H](CC1)OC=1C=C2CN(C(C2=CC1)=O)C1C(NC(CC1)=O)=O